NC(CCNC1=NOC2=C1C=C(C=C2)CC2CCN(CC2)C(=O)OC(C)(C)C)=O tert-butyl 4-((3-((3-amino-3-oxopropyl)amino)benzo[d]isoxazol-5-yl)methyl)piperidine-1-carboxylate